1-(2-(2-(4-chlorobenzyl)-4-methylphenoxy)ethyl)-4-methylpiperazine hydrochloride Cl.ClC1=CC=C(CC2=C(OCCN3CCN(CC3)C)C=CC(=C2)C)C=C1